BrC=1C=C2C=3C(=NC(=NC3C1F)SC)N(CCCO2)C 10-bromo-11-fluoro-4-methyl-2-(methylthio)-4,5,6,7-tetrahydro-[1,5]oxazocino[4,3,2-de]quinazoline